CN1N=CC(=C1)C1=CC=CC(=N1)NC(=O)C=1C=C2C(=NC1N1CCC3(CCO3)CC1)N=C(O2)N2CCN(CC2)C(=O)OC(C)(C)C tert-Butyl 4-(6-((6-(1-methyl-1H-pyrazol-4-yl)pyridin-2-yl)carbamoyl)-5-(1-oxa-7-azaspiro[3.5]nonan-7-yl)oxazolo[4,5-b]pyridin-2-yl)piperazine-1-carboxylate